1-Ethyl-N-((2,4,5,6-tetrahydro-1H-cyclobuta[f]inden-3-yl)carbamoyl)-1H-pyrazole-3-sulfonamide C(C)N1N=C(C=C1)S(=O)(=O)NC(NC1=C2C(=CC=3CCCC13)CC2)=O